C(C)(C)NC(CC)NC(C)C N,N'-diisopropyl-propanediamine